O=C1C(CCC(C1)=O)N1C(C2=CC=C(C=C2C1=O)N1CCC(CC1)CN1CCN(CC1)C1=NC=C(C(=O)N2CCC3(CCN(C3)C=3C=C(C(=NC3)C#N)C(F)(F)F)CC2)C=C1)=O 5-(8-(6-(4-((1-(2-(2,4-dioxocyclohexyl)-1,3-dioxoisoindolin-5-yl)piperidin-4-yl)methyl)piperazin-1-yl)nicotinoyl)-2,8-diazaspiro[4.5]decan-2-yl)-3-(trifluoromethyl)picolinonitrile